Di-pentyl-amine C(CCCC)NCCCCC